methyl (2S)-2-(tert-butoxycarbonylamino)-3-[(3R)-5,5-dimethyl-2-oxo-pyrrolidin-3-yl]propanoate C(C)(C)(C)OC(=O)N[C@H](C(=O)OC)C[C@H]1C(NC(C1)(C)C)=O